C1(=CC=CC=C1)C1OC2=C(C(N1)=O)C=CC=C2 2-phenyl-3,4-dihydro-2H-benzo[1,3]oxazin-4-one